5-(1-methylcyclopropoxy)-3-(6-(piperazin-1-yl)pyrimidin-4-yl)-1-((2-(trimethylsilyl)ethoxy)methyl)-1H-indazole CC1(CC1)OC=1C=C2C(=NN(C2=CC1)COCC[Si](C)(C)C)C1=NC=NC(=C1)N1CCNCC1